C(C)(=O)C=1C=C(C(=O)OC)C=CC1O methyl 3-acetyl-4-hydroxybenzoate